5-methyl-1-tetrahydropyran-2-yl-4-(4,4,5,5-tetramethyl-1,3,2-dioxaborolan-2-yl)indazole CC=1C(=C2C=NN(C2=CC1)C1OCCCC1)B1OC(C(O1)(C)C)(C)C